3-[(E)-N-cyclopropyl-C-(1-fluoro-1-methyl-ethyl)carboimidoyl]-2-fluorobenzonitrile C1(CC1)/N=C(/C(C)(C)F)\C=1C(=C(C#N)C=CC1)F